2-butoxy-5-chlorobenzene C(CCC)OC1=CC=C(C=C1)Cl